N1C=C(C2=CC=CC=C12)C([C@H](C1=CC=CC=C1)NCCC1=CC=C(C=C1)CC(=O)N(C)C)=O |r| (S)- and (R)-2-(4-(2-((2-(1H-indol-3-yl)-2-oxo-1-phenyl-ethyl)amino)eth-yl)phenyl)-N,N-dimethylacetamide